N-(5,7-dichloro-3-(4-fluorophenyl)pyrazolo[1,5-a]pyridin-2-yl)-3,3-dimethylbutanamide ClC1=CC=2N(C(=C1)Cl)N=C(C2C2=CC=C(C=C2)F)NC(CC(C)(C)C)=O